methyl 6,6-dimethyl-3-aza-bicyclo[3.1.0]hexane-2-carboxylate CC1(C2CNC(C12)C(=O)OC)C